C(C)(C)(C)OC(=O)N1C[C@@H]([C@H](CC1)C1=CC=C2C(=NN(C2=C1)C)C1C(NC(CC1)=O)=O)O (3R,4R)-4-[3-(2,6-dioxo-3-piperidinyl)-1-methyl-indazol-6-yl]-3-hydroxy-piperidine-1-carboxylic acid tert-butyl ester